CC=1C2=C(N=NC1C1=C(C=C(C=C1)C(F)(F)F)O)N(CCC2)[C@H]2CNCCC2 2-{4-methyl-8-[(3R)-piperidin-3-yl]-5,6,7,8-tetrahydropyrido[2,3-C]pyridazin-3-yl}-5-(trifluoromethyl)phenol